ethyl 7-amino-2-methyl-2-phenyl-[1,3]dioxolano[4,5-g]quinoline-6-carboxylate NC=1C(=NC=2C=C3C(=CC2C1)OC(O3)(C3=CC=CC=C3)C)C(=O)OCC